C1([C@H](O)[C@@H](O)[C@@H](O)[C@H](O1)CO)[NH-] galactosylamid